2-methyl-N-(4-phenoxybenzylidene)propane-2-sulfinamide CC(C)(C)S(=O)N=CC1=CC=C(C=C1)OC1=CC=CC=C1